(S)-N-(benzo[b]thiophen-5-ylmethyl)-4-(6-(3-fluoro-4-methylphenyl)thieno[2,3-d]pyrimidin-4-yl)piperazine-2-carboxamide S1C2=C(C=C1)C=C(C=C2)CNC(=O)[C@H]2NCCN(C2)C=2C1=C(N=CN2)SC(=C1)C1=CC(=C(C=C1)C)F